N[C@H]1CN(CC1)C1=C(C(=C(C(=N1)SC(C(=O)N)C1=CC=CC=C1)C#N)CC)C#N 2-((6-((R)-3-aminopyrrolidin-1-yl)-3,5-dicyano-4-ethylpyridin-2-yl)sulfanyl)-2-phenylacetamide